N-cyclopropyl-6-methoxy-6-(3-(1-methyl-1H-pyrazol-3-yl)phenyl)-2-morpholinopyrimidine-4-carboxamide C1(CC1)NC(=O)C=1N=C(NC(C1)(C1=CC(=CC=C1)C1=NN(C=C1)C)OC)N1CCOCC1